3a,4,5,6,7,7a-Hexahydro-4,7-methano-1H-inden C1C=CC2C3CCC(C12)C3